2-methylisothiazolin-3-on CN1SCCC1=O